6-nitroquinazoline-4-amine [N+](=O)([O-])C=1C=C2C(=NC=NC2=CC1)N